4-methylheptanoic acid CC(CCC(=O)O)CCC